N-Ethyl-2-[4-[1-[(3S)-3-(1H-1,2,4-triazol-5-yl)pyrrolidine-1-carbonyl]azetidin-3-yl]phenyl]benzamide C(C)NC(C1=C(C=CC=C1)C1=CC=C(C=C1)C1CN(C1)C(=O)N1C[C@H](CC1)C1=NC=NN1)=O